R-1,2-diaminocyclohexane platinum [Pt].N[C@H]1C(CCCC1)N